[N+](=O)([O-])C=1C=C(C=CC1)CS(=O)(=O)F (3-nitrophenyl)methylsulfonyl fluoride